(+)-4-isopropyl-1-methylcyclohex-2-en-1-ol C(C)(C)C1C=CC(CC1)(O)C